tri(hexadecyl)phosphine C(CCCCCCCCCCCCCCC)P(CCCCCCCCCCCCCCCC)CCCCCCCCCCCCCCCC